tert-Butyl-4-[2-[(2R)-3-(3,4-dihydro-1H-isochinolin-2-yl)-2-hydroxy-propyl]-1-oxo-3,4-dihydroisochinolin-6-yl]piperidin-1-carboxylat C(C)(C)(C)OC(=O)N1CCC(CC1)C=1C=C2CCN(C(C2=CC1)=O)C[C@@H](CN1CC2=CC=CC=C2CC1)O